6-[2,6-Difluoro-4-(methylthio)phenyl]-5-fluoropyridine-2-carboxylic acid FC1=C(C(=CC(=C1)SC)F)C1=C(C=CC(=N1)C(=O)O)F